N-{6-[4-(methylamino)phenoxy]pyridin-3-yl}benzamide CNC1=CC=C(OC2=CC=C(C=N2)NC(C2=CC=CC=C2)=O)C=C1